FC1CN(C1)CC=1C=C(C=NC1)NC1=NC=C2C(=N1)C(OC=1C=C(C=CC12)N1C(CCC1)=O)(C)C 1-[3-({5-[(3-fluoroazetidin-1-yl)methyl]pyridin-3-yl}amino)-5,5-dimethyl-5H-chromeno[3,4-d]pyrimidin-8-yl]pyrrolidin-2-one